4-((1R,2R)-2-(hydroxymethyl)cyclopentylamino)-2-(tetrahydro-2H-pyran-4-ylamino)pyrimidine-5-carboxamide OC[C@H]1[C@@H](CCC1)NC1=NC(=NC=C1C(=O)N)NC1CCOCC1